2-[3-(4-chloro-3-fluorophenyl)-1-ethyl-1H-1,2,4-triazol-5-yl]-N-(3-fluorobenzyl)acetamide ClC1=C(C=C(C=C1)C1=NN(C(=N1)CC(=O)NCC1=CC(=CC=C1)F)CC)F